C(C)(C)(C)N1N=C(C=2C1=NC=NC2N)C2=CC=C(C=C2)C 1-(tert-butyl)-3-(p-tolyl)-1H-pyrazolo[3,4-d]pyrimidin-4-amine